2-(3-methoxyphenyl)-4,4,5,5-tetramethyl-1,3,2-dioxaborolane COC=1C=C(C=CC1)B1OC(C(O1)(C)C)(C)C